5-bromo-2-hydroxy-3-((pyridin-3-ylimino)-methyl)phenyl nicotinate C(C1=CN=CC=C1)(=O)OC1=C(C(=CC(=C1)Br)C=NC=1C=NC=CC1)O